N-(5-chloro-2-methylphenyl)-1-(4-chloro-3-hydroxyphenyl)-1H-1,2,3-triazole-4-carboxamide ClC=1C=CC(=C(C1)NC(=O)C=1N=NN(C1)C1=CC(=C(C=C1)Cl)O)C